O=C1NC(CCC1N1C(N(C2=C1C=CC(=C2)C2CCN(CC2)CC2CCN(CC2)C(=O)OC(C)(C)C)C)=O)=O tert-butyl 4-[[4-[1-(2,6-dioxo-3-piperidyl)-3-methyl-2-oxo-benzimidazol-5-yl]-1-piperidyl]methyl]piperidine-1-carboxylate